C(C)N1CC(CCC1)NC=1N=NC(=C2C1N=CC=C2)C2=C(C=C(C=C2)S(=O)(=O)C)O 2-[8-[[1-ethyl-3-piperidyl]amino]pyrido[2,3-d]pyridazin-5-yl]-5-methylsulfonyl-phenol